(R)-3-(3-fluoro-5-(thiophen-3-yl)phenyl)isoxazolidine methyl-(5S)-5-[[(benzyloxy)carbonyl]amino]-6-[(tert-butyldiphenylsilyl)oxy]-2-diazo-3-oxohexanoate COC(C(C(C[C@@H](CO[Si](C1=CC=CC=C1)(C1=CC=CC=C1)C(C)(C)C)NC(=O)OCC1=CC=CC=C1)=O)=[N+]=[N-])=O.FC=1C=C(C=C(C1)C1=CSC=C1)[C@@H]1NOCC1